tert-butyl 1-oxo-2-(5-(trifluoromethyl)pyridin-3-yl)-2,8-diazaspiro[4.5]decane-8-carboxylate O=C1N(CCC12CCN(CC2)C(=O)OC(C)(C)C)C=2C=NC=C(C2)C(F)(F)F